(S)-4-(3a-Hydroxy-4-oxo-2,3,3a,4,5,6,7,8-octahydro-1H-benzo[4,5]thieno[2,3-b]pyrrolo[3,2-e]pyridin-1-yl)benzonitrile O[C@]12C(C3=C(N=C1N(CC2)C2=CC=C(C#N)C=C2)SC2=C3CCCC2)=O